(4R)-4-(2-hydroxyethyl)-2,2-dimethyl-1,3-oxazolidine-3-carboxylic acid tert-butyl ester C(C)(C)(C)OC(=O)N1C(OC[C@H]1CCO)(C)C